2-((2-bromo-4-fluorophenyl)amino)-N-(6-methoxy-2-methylpyridin-3-yl)-5-(trifluoromethyl)benzamide BrC1=C(C=CC(=C1)F)NC1=C(C(=O)NC=2C(=NC(=CC2)OC)C)C=C(C=C1)C(F)(F)F